CN(C)CCN(CCNC(=O)OC(CCCCO)CCCCO)C(=O)OC(C)(C)C 1,9-dihydroxynon-5-yl [(2-methyl-5-{[(2-methylpropan-2-yl) oxy] carbonyl}-2,5-diazaheptan-7-yl) amino]carboxylate